FC=1C=C(CC2=CC(=C(C=C2)N=CN(C)CC)C)C=C(C1)F N'-(4-(3,5-difluorobenzyl)-2-methylphenyl)-N-ethyl-N-methylformimidamide